(1s,3s)-3-(m-tolyloxy)cyclobutan-1-amine C1(=CC(=CC=C1)OC1CC(C1)N)C